N1C(=NC=C1)CC1(CCN(CC1)C(=O)[C@H](CC(C)C)N1C([C@@H](NCC1)CC(C)C)=O)C (S)-1-[(S)-1-({4-[(1H-Imidazol-2-yl)methyl]-4-methyl-1-piperidyl}carbonyl)-3-methylbutyl]-3-isobutyl-2-piperazinone